CC1=NC2=C(N1)C=C(C=C2)C=2N=C1N(CC2)C=C(C=C1)N1CCN(CC1)C 2-(2-methyl-1H-benzimidazol-6-yl)-7-(4-methylpiperazin-1-yl)-4H-pyrido[1,2-a]pyrimidin